C(C)(C)(C)OC(=O)N1CC(C1)(C)C(=O)C=1C=NC=C(C1)OCC 3-(5-Ethoxy-pyridine-3-carbonyl)-3-methyl-azetidine-1-carboxylic acid tert-butyl ester